BrC=1C=C2C(=NC=NC2=C(C1)C(F)(F)F)N(C)C(C)C=1N(N=CN1)C1=NC=C(C=C1)F 6-bromo-N-[1-[2-(5-fluoro-2-pyridyl)-1,2,4-triazol-3-yl]ethyl]-N-methyl-8-(trifluoromethyl)quinazolin-4-amine